N-(5-(4-methylquinazolin-6-yl)-4-phenylpyrimidin-2-yl)cyclopropylcarboxamide CC1=NC=NC2=CC=C(C=C12)C=1C(=NC(=NC1)NC(=O)C1CC1)C1=CC=CC=C1